Cesium naphthalenedisulfonate C=1(C(=CC=C2C=CC=CC12)S(=O)(=O)[O-])S(=O)(=O)[O-].[Cs+].[Cs+]